4-(((R)-1-(3-amino-5-(trifluoromethyl)phenyl)ethyl)amino)-8-methyl-6-(1-methylpyrrolidine-3-yl)pyrido[2,3-d]pyrimidin-7(8H)-one NC=1C=C(C=C(C1)C(F)(F)F)[C@@H](C)NC=1C2=C(N=CN1)N(C(C(=C2)C2CN(CC2)C)=O)C